3-Acetyl-N-(5-bromo-2-methoxypyridin-3-yl)benzenesulfonamide C(C)(=O)C=1C=C(C=CC1)S(=O)(=O)NC=1C(=NC=C(C1)Br)OC